[18F]C1=CC=C(C(=O)O)C=C1 4-[18F]Fluorobenzoic acid